CC1=CNC2=NC=C(C=C21)C2=CC(=C1COCC1=C2)[C@H]2N(CCC2)C(=O)OC(C)(C)C tert-butyl (S)-2-(6-(3-methyl-1H-pyrrolo[2,3-b]pyridin-5-yl)-1,3-dihydroisobenzofuran-4-yl)pyrrolidine-1-carboxylate